(3Z,6E)-(7,11-dimethyl-1,3,6,10-dodecatetraen-3-yl)methyl phenyl sulfone C1(=CC=CC=C1)S(=O)(=O)C\C(\C=C)=C/C\C=C(\CCC=C(C)C)/C